N1(N=NC=C1)C1=CC=C(C(=O)N[C@@H](CCC(OCCCCCCCCCCCC)=S)C(=O)N2CCN(CC2)C)C=C1 dodecyl (4S)-4-[4-(1H-1,2,3-triazol-1-yl)benzoylamino]-5-(4-methylpiperazin-1-yl)-5-oxopentanethioate